(S)-(-)-2-amino-2-butanol N[C@](C)(CC)O